FC1=C(C=C(C(=C1)B1OC(C(O1)(C)C)(C)C)C)O 2-fluoro-5-methyl-4-(4,4,5,5-tetramethyl-1,3,2-dioxaborolan-2-yl)phenol